Cadmium Sulfoselenide S(=O)(=O)(O)[Se]S(=O)(=O)O.[Cd]